butanone hydroxyoxime OON=C(C)CC